ClC1=CC=C(C=C1)N(C(=O)C=1NC(=CN1)C1=CC=C(C=C1)Cl)C N,5-bis(4-chlorophenyl)-N-methyl-1H-imidazole-2-carboxamide